C(CCC)SC1=NC(=C2N=CN(C2=N1)C)Cl 2-(butylsulfanyl)-6-chloro-9-methyl-9H-purine